1-methylimidazo[1,5-a]pyrazin-8-amine CC=1N=CN2C1C(=NC=C2)N